2-(m-fluorophenyl)-4-phenyl-2-(phenylethynyl)-2H-chromene FC=1C=C(C=CC1)C1(OC2=CC=CC=C2C(=C1)C1=CC=CC=C1)C#CC1=CC=CC=C1